OC(C(O)(O)O)NS(=O)(=O)C1=CC(=C(C=C1C)S(=O)(=O)N)C N'-tetrahydroxyethyl-2,5-dimethyl-1,4-benzenedisulfonamide